FC=1C=C(CNC23CC4(CC(CC(C2)C4)C3)NC(=O)C3=NC(=CC=C3)C)C=CC1 6-Methyl-pyridine-2-carboxylic acid [3-(3-fluoro-benzylamino)-adamantan-1-yl]-amide